CN1CCN(CC1)C=1C=C(C=CC1)N1C=NC(=C1)NC=1N=CC(=NC1)C#N 5-((1-(3-(4-Methylpiperazin-1-yl)phenyl)-1H-imidazol-4-yl)amino)pyrazine-2-carbonitrile